CC1=C2C(=NN1COCC[Si](C)(C)C)C(CC2)=O 3-methyl-2-((2-(trimethylsilyl)ethoxy)methyl)-4,5-dihydrocyclopenta[c]pyrazol-6(2H)-one